para-aminocyclohexanol NC1CCC(CC1)O